N1=NN(NC1)N1N=NCN1 Bitetrazolen